ClC1=C(C=NC=C1)O 4-chloropyridin-3-ol